N-(5-(7,7-difluoro-2-((2S,3R)-3-hydroxy-2-methylazetidin-1-yl)-6,7-dihydro-5H-cyclopenta[d]pyrimidin-4-yl)-7-fluoro-2,3-dihydro-1H-inden-1-yl)methanesulfonamide FC1(CCC2=C1N=C(N=C2C=2C=C1CCC(C1=C(C2)F)NS(=O)(=O)C)N2[C@H]([C@@H](C2)O)C)F